OC=1C(=NC=CC1OC)C(=O)N[C@H](C(=O)O[C@@H](C)C1(CC1)C1=CC=CC2=CC=CC=C12)C [(1S)-1-[1-(1-naphthyl)cyclopropyl]ethyl] (2S)-2-[(3-hydroxy-4-methoxy-pyridine-2-carbonyl)amino]propanoate